C(CC)C(C(=O)O)(C(=O)O)CCC 2,2-dipropyl-malonic acid